FC1=C(OCCCCC(=O)N2CCN(CC2)C=2C=C3C(N(C(C3=CC2F)=O)C2C(NC(CC2)=O)=O)=O)C(=CC=C1F)C=1N=C(SC1)N1CCOCC1 5-(4-(5-(2,3-difluoro-6-(2-morpholinothiazol-4-yl)phenoxy)pentanoyl)piperazin-1-yl)-2-(2,6-dioxopiperidin-3-yl)-6-fluoroisoindoline-1,3-dione